monobromotrifluorochlorobutene BrC(=CCC(F)(F)F)Cl